P(OCC)(OCC)(OC1=CC=C(C=C1)[N+](=O)[O-])=O phosphoric acid, O,O-diethyl O-(4-nitrophenyl) ester